NC(C(C)(C)C1=CC=2N(C=C1)C(=CN2)C2=CC(=C(C(=O)NC1CC1)C(=C2)OC)OC(F)F)=O 4-[7-(2-amino-1,1-dimethyl-2-oxo-ethyl)imidazo[1,2-a]pyridin-3-yl]-N-cyclopropyl-2-(difluoromethoxy)-6-methoxy-benzamide